Methyl (5-(5-((6,7-dimethoxy-4-oxo-3,4-dihydrophthalazin-1-yl)methyl)-2-fluorophenyl)-1H-benzoimidazol-2-yl)carbamate COC=1C=C2C(NN=C(C2=CC1OC)CC=1C=CC(=C(C1)C1=CC2=C(NC(=N2)NC(OC)=O)C=C1)F)=O